ClC=1C=CC(=C(CN(C(=O)C=2OC3=C(C2)C=CC=C3)C3CC2=CC=C(C=C2C3)S(NCCCCCC)(=O)=O)C1)OCCOC N-(5-chloro-2-(2-methoxyethoxy)benzyl)-N-(5-(N-hexylsulfamoyl)-2,3-dihydro-1H-inden-2-yl)benzofuran-2-carboxamide